3-(hexadecylthio)propan-1-ol C(CCCCCCCCCCCCCCC)SCCCO